CN1N=CC=2C3=NC(=CC(C(NC4=NC5=CC=C6CN(CCC6=C5N4CCCCCOC12)C1COC1)=O)=C3)C 5,30-dimethyl-18-(oxetan-3-yl)-7-oxa-4,5,13,18,24,26,31-heptaazahexacyclo[26.3.1.0^{2,6}.0^{13,25}.0^{14,23}.0^{15,20}]dotriaconta-1(31),2(6),3,14,20,22,24,28(32),29-nonaen-27-one